CC=1C=C(C(=CC1)C)N=C=O 3,6-dimethylphenyl isocyanate